(R)-4-p-isopropylphenyl-2-oxazolidinone C(C)(C)C1=CC=C(C=C1)[C@H]1NC(OC1)=O